CC=1N(C=2N(C(C(=C(N2)C(F)(F)F)C=2C=NN(C2)CC(C(F)(F)F)(F)F)=O)C1)C=1C=NC=CC1 2-methyl-6-[1-(2,2,3,3,3-pentafluoropropyl)-1H-pyrazol-4-yl]-1-(pyridin-3-yl)-7-(trifluoromethyl)-1H,5H-imidazo[1,2-a]pyrimidin-5-one